C(C)OC(=O)C1=NC2=CC=C(C=C2N=C1N1CC(C(CC1)(F)F)C)F 3-(4,4-difluoro-3-methylpiperidin-1-yl)-6-fluoroquinoxaline-2-carboxylic acid ethyl ester